NC1=NC=CC(=C1)C=1C(=NN2C1CN(CC2)C(C)=O)C2=CC=C(C=C2)F 1-[3-(2-aminopyridin-4-yl)-2-(4-fluorophenyl)-4H,6H,7H-pyrazolo[1,5-a]pyrazin-5-yl]ethanone